C1(CC1)C=1N=CC(=NC1)NC1=C(C(=NN1)C1=CC(=C(C=C1)NS(=O)(=O)C(F)F)O[C@@H](C)C1=CC=C(C=C1)F)C(=O)N (S)-5-((5-cyclopropylpyrazin-2-yl)amino)-3-(4-((difluoromethyl)sulfonamido)-3-(1-(4-fluorophenyl)ethoxy)phenyl)-1H-pyrazole-4-carboxamide